NC=1C(=NC(=C(C1O)Br)C1=CC(=C(C=C1)C#N)F)N1CCC(CC1)NC([O-])=O 1-(3-amino-5-bromo-6-(4-cyano-3-fluorophenyl)-4-hydroxypyridin-2-yl)piperidin-4-ylcarbamate